FC=1C(=C(C=CC1F)[C@H]1CO[C@]([C@H]1C)(C(F)(F)F)C)OC (2S,3S,4S,5R)-3-(3,4-difluoro-2-methoxyphenyl)-4,5-dimethyl-5-(trifluoromethyl)tetrahydrofuran